3-(4-methoxy-3-(pentyloxy)phenyl)-5-methyl-2-oxotetrahydropyrimidin COC1=C(C=C(C=C1)N1C(NCC(C1)C)=O)OCCCCC